FC(C=1C(NC=2C=C(C=NC2C1C)CN1[C@@H](CN(CC1)C=1C=CC(=NC1)C(=O)NC)C)=O)F (R)-5-(4-((7-(difluoromethyl)-8-methyl-6-oxo-5,6-dihydro-1,5-naphthyridin-3-yl)methyl)-3-methylpiperazin-1-yl)-N-methylpyridineamide